ClC=1N=NN(C1)C1=CC=C(C=C1)C(F)F 4-chloro-1-(4-(difluoromethyl)phenyl)-1H-1,2,3-triazole